triethylamine hydrogen sulfide salt S.C(C)N(CC)CC